(S)-2-amino-3,5-dibromo-6-(2-(5-bromo-6-(3-fluoropyrrolidin-1-yl)pyridin-3-yl)-4-oxo-6,7-dihydrothiazolo[5,4-c]pyridin-5(4H)-yl)benzonitrile NC1=C(C#N)C(=C(C=C1Br)Br)N1C(C2=C(CC1)N=C(S2)C=2C=NC(=C(C2)Br)N2C[C@H](CC2)F)=O